C(C)N(CCCC=1C=C(C=CC1)O)CCCC1=CC=CC=C1 3-(3-(ethyl(3-phenylpropyl)amino)propyl)phenol